Ethyl 4-((4-difluoromethylphenyl) amino)-6-acetylamino-1H-indole-2-carboxylate FC(C1=CC=C(C=C1)NC1=C2C=C(NC2=CC(=C1)NC(C)=O)C(=O)OCC)F